2,4,6-tris(5-((trimethylsilyl)ethynyl)thiophen-2-yl)-1,3,5-triazine C[Si](C)(C)C#CC1=CC=C(S1)C1=NC(=NC(=N1)C=1SC(=CC1)C#C[Si](C)(C)C)C=1SC(=CC1)C#C[Si](C)(C)C